(2-chlorothiazol-5-yl)-1H-imidazole-4-carbonitrile ClC=1SC(=CN1)N1C=NC(=C1)C#N